FC=1C=NC=C(C1C(C)OC=1C=C2C(=NN(C2=CC1)C1OCCCC1)C=1C=CC(=NC1)N1CCS(CC1)(=N)=O)F 4-(5-(5-(1-(3,5-Difluoropyridin-4-yl)ethoxy)-1-(tetrahydro-2H-pyran-2-yl)-1H-indazol-3-yl)pyridin-2-yl)-1-imino-1λ6-thiomorpholine 1-oxide